C(C)(=O)C1=NC=CC(=N1)COC1=CC=C(C=C1)C(C)(C)C1=CC=C(OC[C@@H]2N(CC2)C=2C=C3C(N(C(C3=CC2)=O)C2C(NC(CC2)=O)=O)=O)C=C1 5-((R)-2-((4-(2-(4-((2-acetylpyrimidin-4-yl)methoxy)phenyl)propan-2-yl)phenoxy)methyl)azetidin-1-yl)-2-(2,6-dioxopiperidin-3-yl)isoindolin-1,3-dione